methyl 3-(chlorosulfonyl)-4-methylthiophene-2-carboxylate ClS(=O)(=O)C1=C(SC=C1C)C(=O)OC